5-(3-Amino-6-methylphenyl)-3-(4-fluorophenyl)-1H-1,2,4-triazole NC=1C=C(C(=CC1)C)C1=NC(=NN1)C1=CC=C(C=C1)F